C(C1=CC=CC=C1)OCCC1(CCOCC1)CN1N=NC2=C1C=CC(=C2C)/C=C/C(=O)OCC ethyl (2e)-3-[1-({4-[2-(benzyloxy)ethyl]oxan-4-yl}methyl)-4-methyl-1H-benzotriazol-5-yl]prop-2-enoate